ortho-Phosphotyrosine P(=O)(O)(O)C1=C(C[C@H](N)C(=O)O)C=CC(=C1)O